[Si](C)(C)(C(C)(C)C)OCCCCN(CCCCCCO)CCCCO 6-((4-((tert-butyldimethylsilyl)oxy)butyl)(4-hydroxybutyl)amino)hexan-1-ol